6-chloro-1'-(cyclopropylmethyl)-N-(5-cyclopropylpyrazin-2-yl)-1',2',3',6'-tetrahydro-[4,4'-bipyridin]-2-amine ClC1=CC(=CC(=N1)NC1=NC=C(N=C1)C1CC1)C=1CCN(CC1)CC1CC1